Tert-butyl 4-[(E)-2-methoxyvinyl]-4-prop-2-ynyl-piperidine-1-carboxylate CO/C=C/C1(CCN(CC1)C(=O)OC(C)(C)C)CC#C